1H,1'H-2,2'-bipyridine N1C(C=CC=C1)=C1NC=CC=C1